1-(2-chlorobenzyl)-2-(4-(4-methoxyphenyl)-6-(3-nitrophenyl)pyrimidin-2-yl)guanidine hydrochloride Cl.ClC1=C(CNC(=NC2=NC(=CC(=N2)C2=CC=C(C=C2)OC)C2=CC(=CC=C2)[N+](=O)[O-])N)C=CC=C1